C1=CC=C(C=C1)OC2=NC3=C(C=C2)C=C(C=C3)O The molecule is a monohydroxyquinoline that is 6-hydroxyquinoline in which the hydrogen at position 2 is replaced by a phenoxy group. It is a monohydroxyquinoline and an aromatic ether.